1-(5-(6-chloro-7-fluoro-3-(1H-imidazol-1-yl)-5-methoxy-1-methyl-1H-indol-2-yl)-4H-1,2,4-triazol-3-yl)-N-methylethan-1-amine ClC1=C(C=C2C(=C(N(C2=C1F)C)C=1NC(=NN1)C(C)NC)N1C=NC=C1)OC